(1R,2S)-2-(3-{[6-(azetidin-1-yl)pyrimidin-4-yl]amino}-1H-indazol-6-yl)-5'-methoxyspiro[cyclopropan-1,3'-indol]-2'(1'H)-one N1(CCC1)C1=CC(=NC=N1)NC1=NNC2=CC(=CC=C12)[C@@H]1C[C@@]12C(NC1=CC=C(C=C21)OC)=O